3-((4-chlorophenyl)sulfonyl)-1,1-dimethylpyrrolo[1,2-a]quinolin-2(1H)-one ClC1=CC=C(C=C1)S(=O)(=O)C=1C(C(N2C1C=CC1=CC=CC=C21)(C)C)=O